CC1(CCC(CC1)C1=CC=C(C=C1)C=1SC2=C(N1)C=CC=C2)C 2-(4-(4,4-dimethylcyclohexyl)phenyl)benzo[d]thiazole